C(C)(C)(C)OC(=O)N1C[C@@H]([C@@H](C1)F)NC1=NN2C(C=N1)=C(C=C2)C2=CC=C1C(=N2)N(C(=N1)C)CC(F)F (3S,4R)-3-((5-(3-(2,2-difluoroethyl)-2-methyl-3H-imidazo[4,5-b]pyridin-5-yl)pyrrolo[2,1-f][1,2,4]triazin-2-yl)amino)-4-fluoropyrrolidine-1-carboxylic acid tert-butyl ester